[C@@H]1([C@H](O)[C@@H](O)[C@H](O)[C@H](O1)CO)OC[C@@H]1[C@H]([C@@H]([C@H]([C@@H](O1)O[C@@H]1CC2=CC[C@H]3[C@@H]4CC[C@H]([C@@H]([C@@H](CC(=C(C(=O)O)C)C)O)C)[C@]4(CC[C@@H]3[C@]2([C@H](C1)O)C)C)O)O)O (1α,3β,22R)-3-[(6-O-β-D-Glucopyranosyl-β-D-glucopyranosyl)oxy]-1,22-dihydroxy-ergosta-5,24-dien-26-oic acid